2-[4-(3-fluorooxetan-3-yl)phenyl]-4-[4-fluoro-2-(2,2,2-trifluoroethoxy)phenyl]-2,3-dihydro-1H-pyrrolo[3,4-c]pyridin-1-one FC1(COC1)C1=CC=C(C=C1)N1CC=2C(=NC=CC2C1=O)C1=C(C=C(C=C1)F)OCC(F)(F)F